(2R,3S,4S,5R)-3-(3,4-difluoro-2-methoxyphenyl)-N-(2-(hydrazinecarbonyl)pyridin-4-yl)-4,5-dimethyl-5-(trifluoromethyl)tetrahydrofuran-2-carboxamide FC=1C(=C(C=CC1F)[C@H]1[C@@H](O[C@]([C@H]1C)(C(F)(F)F)C)C(=O)NC1=CC(=NC=C1)C(=O)NN)OC